hydroxyisobenzofuran-1(3H)-one OC1OC(C2=CC=CC=C12)=O